COC(=O)C1=CC(=C(C2=CN(N=C12)COCC[Si](C)(C)C)OC)C(C)=O methyl-5-acetyl-4-methoxy-2-((2-(trimethylsilyl)ethoxy) methyl)-2H-indazole-7-carboxylate